CC1=CC(=NC(=N1)NC1=CC=C(C=C1)NC(CC1=CC=CC=C1)=O)N(C)CCOCCOCCOCCOCCOCCC(=O)O 2-(6-methyl-2-((4-(2-phenylacetamido)phenyl)amino)pyrimidin-4-yl)-5,8,11,14,17-pentaoxa-2-azaicosan-20-oic acid